ClC1=C(C=CC=C1Cl)C1=NC=CC(N1C)=O (2,3-dichlorophenyl)-3-methyl-pyrimidin-4(3H)-one